C1N(CCC12CCOCC2)C2=CC(=NC=N2)N2NC=C(C2=O)N2N=NC=C2 2-(6-(8-oxa-2-azaspiro[4.5]decan-2-yl)pyrimidin-4-yl)-4-(1H-1,2,3-triazol-1-yl)-1,2-dihydro-3H-pyrazol-3-one